C(#N)[C@H]1N(CSC1)C(CNC(=O)C1=CC=NC2=CC=C(C=C12)N1CCC(CC1)(C)CF)=O (R)-N-(2-(4-Cyanothiazolidin-3-yl)-2-oxoethyl)-6-(4-(fluoromethyl)-4-methylpiperidin-1-yl)quinoline-4-carboxamide